C1(=C(C=CC=C1)N(C1=CC=C(C=C1)C1=CC=C(N(C2=C(C=CC=C2)C2=CC=CC=C2)C2=C(C=CC=C2)C2=CC=CC=C2)C=C1)C1=C(C=CC=C1)C1=CC=CC=C1)C1=CC=CC=C1 N,N,N',N'-tetrabiphenylylbenzidine